NC1=C(C=C(C=C1C(F)(F)F)Cl)O 2-amino-5-chloro-3-(trifluoromethyl)phenol